N-{(E)-[3-ethoxy-2-methyl-4-(2-methyl-1,3-dioxolan-2-yl)phenyl]methylene}-2-methylpropane-2-sulfinamide C(C)OC=1C(=C(C=CC1C1(OCCO1)C)\C=N\S(=O)C(C)(C)C)C